ClC1=C(C(=O)N[C@H](C(=O)OC)CNC(=O)N[C@@H]2CCC3=CC=CC=C23)C(=CC=C1NCCC1=CC=CC=C1)Cl (S)-methyl 2-(2,6-dichloro-3-(phenethylamino)benzamido)-3-(3-((R)-2,3-dihydro-1H-inden-1-yl)ureido)propanoate